CC1=C2C(C=3C(=NC(=CC3)N)O2)=CC2=C1OC1=NC(=CC=C12)N 11-methyl-benzo[1'',2'':4,5;5'',4'':4',5']difuro[2,3-b:2',3'-b']dipyridine-2,8-diamine